N-3-sulfopropyl-N,N-dimethylammonium S(=O)(=O)(O)CCC[NH+](C)C